3-[2-(PYRROLIDIN-1-YL)PHENYL]PROP-2-ENOIC ACID N1(CCCC1)C1=C(C=CC=C1)C=CC(=O)O